caproic acid-d C(CCCCC)(=O)O[2H]